9,10-Di-(2-naphthalenyl)-2-t-butyl-anthracene C1=C(C=CC2=CC=CC=C12)C=1C2=CC=CC=C2C(=C2C=CC(=CC12)C(C)(C)C)C1=CC2=CC=CC=C2C=C1